FC(C(=O)O)(F)F.FC(C(=O)O)(F)F.NC1=CC=C(C(=N1)C)CNC([C@H](C)NC(=O)[C@@H]1NC[C@H](C1)CC1=CC=C(C=C1)C1CCC1)=O (2R,4S)-N-((S)-1-(((6-amino-2-methylpyridin-3-yl)methyl)amino)-1-oxopropan-2-yl)-4-(4-cyclobutylbenzyl)pyrrolidine-2-carboxamide di-trifluoroacetate